C(C1=CC=CC=C1)OC=1C(=C(C[C@H]2N(CCC3=CC(=C(C=C23)O[Si](C2=CC=CC=C2)(C2=CC=CC=C2)C(C)(C)C)OC)C(=O)C2CC2)C=CC1OC)Br (R)-(1-(3-(benzyloxy)-2-bromo-4-methoxybenzyl)-7-((tert-butyldiphenylsilyl)oxy)-6-methoxy-3,4-dihydroisoquinolin-2(1H)-yl)(cyclopropyl)meth-Anone